phenyl-phosphonic acid di(2-bromo-4-methylphenyl) ester BrC1=C(C=CC(=C1)C)OP(OC1=C(C=C(C=C1)C)Br)(=O)C1=CC=CC=C1